tetrahydro-N,N-dimethyl-2H-pyran-4-aminium chloride [Cl-].C[NH+](C1CCOCC1)C